2-chloro-5-[[5-(3,5-dichloro-4-fluoro-phenyl)-5-(trifluoromethyl)-4H-isoxazol-3-yl]oxy]benzoic acid ClC1=C(C(=O)O)C=C(C=C1)OC1=NOC(C1)(C(F)(F)F)C1=CC(=C(C(=C1)Cl)F)Cl